ClC1=C(C=CC=C1)S(=O)(=O)N1C=C(C2=CC=CC=C12)C=O 1-(2-chlorobenzenesulfonyl)-1H-indole-3-carbaldehyde